3-[(4-{3-[(4-methyl-1,2,4-triazol-3-yl)methyl]oxetan-3-yl}-6-(6-{6-oxa-2,9-diazaspiro[4.5]decan-2-ylmethyl}-1-oxo-4-(trifluoromethyl)-3H-isoindol-2-yl)pyridin-2-yl)amino]propanenitrile CN1C(=NN=C1)CC1(COC1)C1=CC(=NC(=C1)N1C(C2=CC(=CC(=C2C1)C(F)(F)F)CN1CC2(CC1)OCCNC2)=O)NCCC#N